CC1=C(C=CC(=C1C)C=1C(=O)NC(C1)=O)C=1C(=O)NC(C1)=O (2,3-dimethyl-1,4-phenylene)bismaleimide